N1C=CC=2C1=NC=C(C2)C=2C=C1CCOCC1=C(C2)[C@H]2NCCC2 (S)-2-(6-(1H-pyrrolo[2,3-b]pyridin-5-yl)isochroman-8-yl)pyrrolidin